C(C)(C)NC(=O)N1C2CC(CC1CNC2)=O N-isopropyl-3-oxo-7,9-diazabicyclo[3.3.1]Nonane-9-carboxamide